BrC1=C2CCCOC2=C(C=C1)O 5-bromochroman-8-ol